4,4-Dimethyl-1,3-oxazolidin CC1(NCOC1)C